ethyl 8-chloro-4-hydroxy-1,7-naphthyridine-3-carboxylate ClC=1N=CC=C2C(=C(C=NC12)C(=O)OCC)O